C(CCC(=O)[O-])(=O)OCNC(=O)C=1C=NC=CC1 [(pyridine-3-carbonylamino)methyl] butanedioate